4-[(4-{[(1R)-2-amino-1-methylethyl]amino}butyl)amino]-5-bromo-2-fluoro-N-1,2,4-thiadiazol-5-ylbenzenesulfonamide NC[C@@H](C)NCCCCNC1=CC(=C(C=C1Br)S(=O)(=O)NC1=NC=NS1)F